BrC1=CC(=C(C=2CCOC21)CC(=O)OC)F Methyl 2-(7-bromo-5-fluoro-2,3-dihydrobenzofuran-4-yl)acetate